FC=1C=C(C=C(C1F)F)C=1N=NN(C1)C1C(COCC1CC(=O)[O-])CC(=O)[O-] 4-(4-(3,4,5-trifluorophenyl)-1H-1,2,3-triazol-1-yl)tetrahydro-2H-pyran-3,5-diyldiacetate